1,4-dicyanopiperazine C(#N)N1CCN(CC1)C#N